N-(2-((1S,3R)-3-((4-chloro-5-(trifluoromethyl)pyrimidin-2-yl)amino)cyclohexyl)-3-oxoisoindolin-5-yl)acrylamide ClC1=NC(=NC=C1C(F)(F)F)N[C@H]1C[C@H](CCC1)N1CC2=CC=C(C=C2C1=O)NC(C=C)=O